N-((4-bromo-1H-pyrrol-2-yl)methylene)-2-methylpropane-2-sulfinamide BrC=1C=C(NC1)C=NS(=O)C(C)(C)C